CCC=1C(OC2=CC=CC=C2C1)=O 3-(2-ethyl)coumarin